ethyl 1-amino-4-cyano-3-methyl-1H-pyrrole-2-carboxylate NN1C(=C(C(=C1)C#N)C)C(=O)OCC